Cl.ClC=1C=C(C=CC1)N1C(N(C(C=2C=NC=3C(=CC=CC3C21)OC)=O)[C@@H]2CC[C@H](CC2)C(=O)O)=O trans-4-[1-(3-Chloro-phenyl)-7-methoxy-2,4-dioxo-3,4-dihydro-2H-pyrimido[5,4-c]quinolin-3-yl]-cyclohexanecarboxylic acid hydrochloride salt